ClC=1C=C(C=CC1)N(S(=O)(=O)CC)CC1=CC(=NO1)C=1OC(=NN1)C(F)F N-(3-chlorophenyl)-N-({3-[5-(difluoromethyl)-1,3,4-oxadiazol-2-yl]-1,2-oxazol-5-yl}methyl)ethane-1-sulfonamide